ClC1=C(C2=C(NC3(CN(CC3)C(=O)C3=CC=C(C=C3)NC(C=C)=O)C(N2)=O)N=C1)OC N-(4-(7-chloro-8-methoxy-2-oxo-1,4-dihydro-2H-spiro[pyrido[2,3-B]pyrazin-3,3'-pyrrolidine]-1'-carbonyl)phenyl)acrylamide